2-Methyl-1-(7-{3-[3-methyl-4-(piperazine-1-carbonyl)phenyl]-1H-pyrazolo[3,4-b]pyridin-5-yl}-2,3,4,5-tetrahydro-1H-3-benzazepin-3-yl)propan-1-one CC(C(=O)N1CCC2=C(CC1)C=CC(=C2)C=2C=C1C(=NC2)NN=C1C1=CC(=C(C=C1)C(=O)N1CCNCC1)C)C